BrC=1C(=NC=C(C1)Br)N 3,5-Dibromopyridin-2-amine